ClC=1C=C(C=CC1Cl)NC1=NC2=CC=CC=C2N=C1NCC1=CC(=C(C=C1)Cl)Cl N2-(3,4-dichlorophenyl)-N3-(3,4-dichlorobenzyl)quinoxaline-2,3-diamine